6-(4-((3-(2,4-dioxotetrahydropyrimidin-1(2H)-yl)benzyl)(methyl)amino)piperidin-1-yl)-2-(4-phenoxyphenyl)nicotinamide O=C1N(CCC(N1)=O)C=1C=C(CN(C2CCN(CC2)C2=NC(=C(C(=O)N)C=C2)C2=CC=C(C=C2)OC2=CC=CC=C2)C)C=CC1